NC1=NC=2CC[C@@H]([C@@H](C2C=N1)O)[C@H]1N2C(C3=CC=CC=C13)=CN=C2 (5S,6R)-2-amino-6-((R)-5H-imidazo[5,1-a]isoindol-5-yl)-5,6,7,8-tetrahydroquinazolin-5-ol